C(C=1C(C(=O)O)=CC=CC1)(=O)NN(CC(N)=O)C(=O)O N-Phthaloyl-aza-asparagine